2-Methyl-2-chloro-butane CC(C)(CC)Cl